(1S,2R,4R)-4-(6-benzamido-9H-purin-9-yl)-2-((bis(4-methoxyphenyl)(phenyl)methoxy) methyl)cyclopentyl (2-cyanoethyl) diisopropylphosphoramidite C(C)(C)N(P(O[C@@H]1[C@H](C[C@H](C1)N1C2=NC=NC(=C2N=C1)NC(C1=CC=CC=C1)=O)COC(C1=CC=CC=C1)(C1=CC=C(C=C1)OC)C1=CC=C(C=C1)OC)OCCC#N)C(C)C